2-chloro-N-(2-(3-(4-methylpiperazin-1-yl)-1H-pyrazol-1-yl)benzyl)-7-(prop-1-en-2-yl)imidazo[2,1-f][1,2,4]triazin-4-amine ClC1=NN2C(C(=N1)NCC1=C(C=CC=C1)N1N=C(C=C1)N1CCN(CC1)C)=NC=C2C(=C)C